di-n-butyl-4-methyl-1,4-cyclohexadiene-1,2-dicarboxylic acid C(CCC)C1(C(=C(CC=C1C)C(=O)O)C(=O)O)CCCC